C(C1=CC=CC=C1)N1N=C(N=C1)C(=O)NC1C(N(C=2N(CC1)N=C(C2)C2CCOCC2)C)=O 1-benzyl-N-(4-methyl-5-oxo-2-(tetrahydro-2H-pyran-4-yl)-5,6,7,8-tetrahydro-4H-pyrazolo[1,5-a][1,3]diazepin-6-yl)-1H-1,2,4-triazole-3-carboxamid